(R)-N-(7-(4-amino-1-(1-(2-cyano-3-cyclopropylacryloyl)piperidin-3-yl)-1H-pyrazolo[3,4-d]pyrimidin-3-yl)benzo[d][1,3]dioxol-4-yl)benzamide NC1=C2C(=NC=N1)N(N=C2C2=CC=C(C1=C2OCO1)NC(C1=CC=CC=C1)=O)[C@H]1CN(CCC1)C(C(=CC1CC1)C#N)=O